(1-amino-2-(4-(hydroxymethyl)thiazol-2-yl)propan-2-yl)-5-(5-(trifluoromethyl)pyridin-2-yl)-1H-pyrrole-2-carboxamide NCC(C)(C=1SC=C(N1)CO)N1C(=CC=C1C1=NC=C(C=C1)C(F)(F)F)C(=O)N